3-{[4-(piperidin-4-yl)phenyl]amino}piperidine-2,6-dione N1CCC(CC1)C1=CC=C(C=C1)NC1C(NC(CC1)=O)=O